3-(4-bromo-5-cyclopropylisoxazol-3-yl)-1-isopropyl-1H-pyrazolo[3,4-d]Pyrimidine-4-amine BrC=1C(=NOC1C1CC1)C1=NN(C2=NC=NC(=C21)N)C(C)C